pentaerythritol isononanoate C(CCCCCC(C)C)(=O)OCC(CO)(CO)CO